C(C)(=O)N1CCC2(CNC=3N(C2)N=C(C3C=3C=CC(N(N3)C3=C(C=CC=C3)C)=O)C3=CC=C(C=C3)F)CC1 6-[1-acetyl-2'-(4-fluorophenyl)-4',5'-dihydro-spiro[piperidine-4,6'-pyrazolo[1,5-a]pyrimidin]-3'-yl]-2-(2-methylphenyl)pyridazin-3(2H)-one